4-(5-(isoquinolin-3-yl)pyridin-2-yl)morpholine C1=NC(=CC2=CC=CC=C12)C=1C=CC(=NC1)N1CCOCC1